C(C(C)(C)C)OC(C(CC(=O)OCC(C)(C)C)(CCCC)C1CCCC1)=O 2-cyclopentyl-2-n-butylsuccinic acid dineopentyl ester